[2-({2-chloro-4-fluoro-5-[3-methyl-2,6-dioxo-4-(trifluoromethyl)-3,6-dihydropyrimidin-1(2H)-yl]phenyl}thio)phenoxy]acetic acid 2-methoxyethyl ester COCCOC(COC1=C(C=CC=C1)SC1=C(C=C(C(=C1)N1C(N(C(=CC1=O)C(F)(F)F)C)=O)F)Cl)=O